(1s,3s)-3-[5-(2-{3-hydroxy-2-[(1E)-(isopropylimino)methyl]-5-methoxyphenoxy}acetamido)-2H-pyrazol-3-yl]cyclobutyl N-isopropylcarbamate C(C)(C)NC(OC1CC(C1)C=1NN=C(C1)NC(COC1=C(C(=CC(=C1)OC)O)/C=N/C(C)C)=O)=O